3-hydroxy-3-methylpiperidine-2-carboxylic acid OC1(C(NCCC1)C(=O)O)C